BrC=1C=CC=C2C=C(C=C(C12)C1CC(C(CO1)C(=O)OC)=O)OCOC methyl 6-(8-bromo-3-(methoxymethoxy)naphthalen-1-yl)-4-oxotetrahydro-2H-pyran-3-carboxylate